methyl 4-(3-fluoro-2-(3-hydroxycyclobutyl)phenyl)-2-methyl-5-oxo-1,4,5,7-tetrahydrofuro[3,4-b]pyridine-3-carboxylate FC=1C(=C(C=CC1)C1C2=C(NC(=C1C(=O)OC)C)COC2=O)C2CC(C2)O